2-chloro-9-(5-hydroxyadamantan-2-yl)-7-methyl-7,9-dihydro-8H-purin-8-one ClC1=NC=C2N(C(N(C2=N1)C1C2CC3CC(CC1C3)(C2)O)=O)C